FC1=C(C(=O)N[C@@H](C(=O)N2CCC3(C(C(N(C3=O)C)=O)C3=CC(=CC=C3)OC)CC2)C(C)C)C=C(C=C1)C(F)(F)F 2-fluoro-N-((2R)-1-(4-(3-methoxyphenyl)-2-methyl-1,3-dioxo-2,8-diazaspiro[4.5]decan-8-yl)-3-methyl-1-oxobutan-2-yl)-5-(trifluoromethyl)benzamide